((2S,4R,5R)-4-acetoxy-5-(2-amino-7-(3-methoxybenzyl)-8-oxo-7,8-dihydro-9H-purin-9-yl) tetrahydrofuran-2-yl)methyl acetate C(C)(=O)OC[C@H]1O[C@H]([C@@H](C1)OC(C)=O)N1C2=NC(=NC=C2N(C1=O)CC1=CC(=CC=C1)OC)N